7,8-dimethyl-3,4-dihydro-2H-pyrrolo[1,2-a]pyrazin-1-one CC=1C(=C2N(CCNC2=O)C1)C